C(C1=CC=CC=C1)C(C(=O)O)C(=O)O 2-benzylmalonic acid